2-chloro-6-(4-fluorophenyl)-4-(3-methylpyrrolidin-3-yl)pyridine ClC1=NC(=CC(=C1)C1(CNCC1)C)C1=CC=C(C=C1)F